(2S)-N-{1-cyano-2-[3-fluoro-5-(3-methyl-2-oxo-1,3-benzoxazol-5-yl)-1-benzothiophen-2-yl]ethyl}-1,4-oxazepane-2-carboxamide C(#N)C(CC=1SC2=C(C1F)C=C(C=C2)C=2C=CC1=C(N(C(O1)=O)C)C2)NC(=O)[C@H]2OCCCNC2